tert-Butyl-4-{[1-(2-fluoro-4-nitrophenyl)piperidin-4-yl]methyl}piperazine C(C)(C)(C)N1CCN(CC1)CC1CCN(CC1)C1=C(C=C(C=C1)[N+](=O)[O-])F